((2-((4-(4-((4-chloro-2-fluorobenzyl)oxy)-5-fluoropyrimidin-2-yl)piperazin-1-yl)methyl)-5-(5-(trifluoromethyl)-4H-1,2,4-triazol-3-yl)pyridin-3-yl)methyl)cyclopropane-1-carbonitrile ClC1=CC(=C(COC2=NC(=NC=C2F)N2CCN(CC2)CC2=NC=C(C=C2CC2(CC2)C#N)C2=NN=C(N2)C(F)(F)F)C=C1)F